C(C=C)(=O)N1C[C@H]2N(C(C=3C=C(C(=C4C=NN(C34)CC2)C2=CC=C(C=3SC(=C(C32)C#N)N)F)F)=O)CC1 (R)-4-((S)-10-propenoyl-2-fluoro-14-oxo-8,8a,9,10,11,12-hexahydro-7H,14H-pyrazino[1',2':5,6][1,5]diazocino[3,2,1-hi]indazol-3-yl)-2-amino-7-fluorobenzo[b]thiophene-3-carbonitrile